C(C)(C)C1=C(C=CC(=N1)N1CCC(CC1)N)C=1C=C(C=2N(C1)C=CN2)C 1-[6-isopropyl-5-(8-methylimidazo[1,2-a]pyridin-6-yl)-2-pyridyl]piperidin-4-amine